6-[5-(difluoromethyl)-1,3,4-oxadiazol-2-yl]-2-[(2,2,2-trifluoroethyl)amino]-2,3-dihydro-1H-isoindol-1-one FC(C1=NN=C(O1)C1=CC=C2CN(C(C2=C1)=O)NCC(F)(F)F)F